(2R,5S)-5-(aminomethyl)-2-dibenzofuran-2-yl-1,4-thiazepan-3-one NC[C@H]1NC([C@H](SCC1)C1=CC2=C(OC3=C2C=CC=C3)C=C1)=O